2-(4-(phenylmethyl)benzoylamino)-N-(2-chloro-6-methylphenyl)-1,3-selenazole-5-carboxamide C1(=CC=CC=C1)CC1=CC=C(C(=O)NC=2[Se]C(=CN2)C(=O)NC2=C(C=CC=C2C)Cl)C=C1